N1CCNCC1.NC(C(=O)O)(C)C aminoisobutyric acid-piperazine salt